(4-bromophenyl)-6-(2,6-dimethylphenyl)-4-(5-fluoro-2-hydroxyphenyl)-1-mesityl-5,6-dihydro-1H-pyrrolo[3,4-b]pyridine-2,7-dione BrC1=CC=C(C=C1)C1=C(C2=C(N(C1=O)C1=C(C=C(C=C1C)C)C)C(N(C2)C2=C(C=CC=C2C)C)=O)C2=C(C=CC(=C2)F)O